FC1=CC=C(C=C1)C1(CCC1)NC([C@H]1NCCC1)C (2S)-N-[1-(4-fluorophenyl)cyclobutyl]-alpha-methyl-2-pyrrolidinemethanamine